FC1=C(C=C(C(=C1)C)S(=O)CCC)N1N=C(N=C1N)C(F)(F)F 1-(2-fluoro-4-methyl-5-(propylsulfinyl)phenyl)-3-(trifluoromethyl)-1H-1,2,4-triazol-5-amine